7-chloro-5-(1-hydroxypropyl)-2-(4-methoxybenzyl)isoindolin-1-one ClC=1C=C(C=C2CN(C(C12)=O)CC1=CC=C(C=C1)OC)C(CC)O